(2R,3R,4S,5S,6R)-2-[(2R,3S,4R,5R,6R)-6-dodecoxy-4,5-dihydroxy-2-(hydroxymethyl)oxan-3-yl]oxy-6-(hydroxymethyl)oxane-3,4,5-triol C(CCCCCCCCCCC)O[C@H]1[C@@H]([C@H]([C@@H]([C@H](O1)CO)O[C@H]1O[C@@H]([C@H]([C@@H]([C@H]1O)O)O)CO)O)O